N-(pyrazin-2-yl)propanamide N1=C(C=NC=C1)NC(CC)=O